Cl.Cl.C(C)(=O)O\N=C(\N)/C=1C=C(SC1)CNC(=O)[C@H]1NC[C@H](C1)C1=CC=CC=C1 (2S,4R)-N-((4-((E)-N'-Acetoxycarbamimidoyl)thiophen-2-yl)methyl)-4-phenylpyrrolidine-2-carboxamide dihydrochloride